C(C)(C)(C)OC(=O)NC(C(=O)O)CC(=O)OCC 2-((tert-butoxycarbonyl)amino)-4-ethoxy-4-oxobutyric acid